1-(2-fluoro-4-methyl-phenyl)sulfonyl-N-[(5-methylpyrazin-2-yl)methyl]pyrazole-3-carboxamide FC1=C(C=CC(=C1)C)S(=O)(=O)N1N=C(C=C1)C(=O)NCC1=NC=C(N=C1)C